Sodium Tris-HCl Cl.Cl.Cl.[Na]